4-(4-methylphenyl)-isoquinoline CC1=CC=C(C=C1)C1=CN=CC2=CC=CC=C12